2-(((2,6-dioxopiperidin-3-yl)amino)methyl)benzoic acid O=C1NC(CCC1NCC1=C(C(=O)O)C=CC=C1)=O